FC(C)(F)C1=NC(=CC(=N1)NC1=CC(=NC=C1C1=NN(C=C1)C)NC(C)=O)C N-(4-((2-(1,1-difluoroethyl)-6-methylpyrimidin-4-yl)amino)-5-(1-methyl-1H-pyrazol-3-yl)pyridin-2-yl)acetamide